3-(N-(2-fluorophenyl)sulfamoyl)-N-(pyridin-3-yl)benzamide FC1=C(C=CC=C1)NS(=O)(=O)C=1C=C(C(=O)NC=2C=NC=CC2)C=CC1